O[C@@]1([C@@H](CC1)OC1=NN(C=C1NC=1N=CC2=C(N1)N(C(=C2)C#N)[C@H](COC)C)C([2H])([2H])[2H])C 2-((3-((1R,2S)-2-hydroxy-2-methylcyclobutoxy)-1-(methyl-d3)-1H-pyrazol-4-yl)amino)-7-((S)-1-methoxypropane-2-yl)-7H-pyrrolo[2,3-d]pyrimidine-6-carbonitrile